C(=O)(OCC1=CC=CC=C1)C(CCC[C@H](N)C(=O)O)N epsilon-carbobenzoxylysine